C1(=CC=CC2=CC=CC=C12)C=1C(=C2C(=CC1)N=C1C=CC3=C4C=CC=CC4=NC3=C12)C1=CC=CC2=CC=CC=C12 di(naphthalenyl)indolocarbazole